(2-amino-4-methyl-7,8-dihydro-[1,4]dioxino[2',3':3,4]benzo[1,2-d]thiazol-7-yl)acetic acid methyl ester COC(CC1OC2=C(C3=C(N=C(S3)N)C(=C2)C)OC1)=O